(2-bromophenyl)-2-chloroacetamide BrC1=C(C=CC=C1)C(C(=O)N)Cl